N1N=C(C2=CC=CC=C12)C=1C=C2CN(C(C2=CC1)=O)C1C(NC(CC1)=O)=O 3-(5-(1H-indazol-3-yl)-1-oxoisoindolin-2-yl)piperidine-2,6-dione